N-((1-fluorocyclopropyl)methyl)-5-(quinoxalin-6-yl)-7H-pyrrolo[2,3-d]pyrimidin-2-amine FC1(CC1)CNC=1N=CC2=C(N1)NC=C2C=2C=C1N=CC=NC1=CC2